1,4,5-triphenylimidazole C1(=CC=CC=C1)N1C=NC(=C1C1=CC=CC=C1)C1=CC=CC=C1